C(C)(C)C1=CC=C2[C@@]3(CCC[C@]([C@@H]3CCC2=C1)(C)CN[P@](OC1C2=CC=CC=C2C=2C=CC=CC12)(=O)C1=CC=CC=C1)C 9H-Fluoren-9-yl (S)-N-(((1S,4aR,10aR)-7-isopropyl-1,4a-dimethyl-1,2,3,4,4a,9,10,10a-octahydrophenanthren-1-yl)methyl)-P-phenylphosphonamidate